1-((3S,4R)-4-((4-((2',4'-difluoro-4-methoxy-[1,1'-biphenyl]-3-yl)amino)-7-methoxy-quinazolin-6-yl)oxy)-3-fluoropiperidin-1-yl)prop-2-en-1-one FC1=C(C=CC(=C1)F)C1=CC(=C(C=C1)OC)NC1=NC=NC2=CC(=C(C=C12)O[C@H]1[C@H](CN(CC1)C(C=C)=O)F)OC